NC1=CC=C(C=C1)C=1C2=C(N3C=CC(=CC13)C=1N=NC(=NN1)C)C(N(C2)CCCNC(OC(C)(C)C)=O)=O tert-butyl (3-(9-(4-aminophenyl)-7-(6-methyl-1,2,4,5-tetrazin-3-yl)-3-oxo-1,3-dihydro-2H-pyrrolo[3,4-b]indolizin-2-yl)propyl)carbamate